NC(C#N)(C)C 2-Amino-2-methylpropanenitrile